O1CCCCCC1 Oxepane